propylene glycol disuccinate C(CCC(=O)O)(=O)O.C(CCC(=O)O)(=O)O.C(C(C)O)O